6-(2,4-dimethoxypyrimidin-5-yl)-3-fluoro-8-((1S,2S)-2-(4-fluoro-1-(2,2,2-trifluoroethyl)-1H-indazol-6-yl)cyclopropyl)imidazo[1,2-b]pyridazine COC1=NC=C(C(=N1)OC)C=1C=C(C=2N(N1)C(=CN2)F)[C@@H]2[C@H](C2)C2=CC(=C1C=NN(C1=C2)CC(F)(F)F)F